CN(S(=O)(=O)C=1SC=C(C1)S(=O)(=O)NC1=C(C=CC=C1)N1CCCCC1)C N2,N2-dimethyl-N4-[2-(1-piperidyl)phenyl]thiophene-2,4-disulfonamide